NC1=C(C=CC(=C1)C=O)S(=O)(=O)[O-] 2-AMINO-4-FORMYL-BENZENESULFONATE